(R)-N-(1-(3-(tert-butyl)phenyl)-2,2,2-trifluoroethyl)-1-isobutyl-2-methyl-1H-indole-6-carboxamide C(C)(C)(C)C=1C=C(C=CC1)[C@H](C(F)(F)F)NC(=O)C1=CC=C2C=C(N(C2=C1)CC(C)C)C